(9Z,12Z)-4-(3-((dimethylamino)methyl)-5-(4-((3-octylundecanoyl)oxy)butoxy)phenoxy)butyloctadeca-9,12-dienoate CN(C)CC=1C=C(OCCCCOC(CCCCCCC\C=C/C\C=C/CCCCC)=O)C=C(C1)OCCCCOC(CC(CCCCCCCC)CCCCCCCC)=O